5-fluoro-N-(4-fluoro-3-methyl-phenyl)-3-methoxy-2-(2-tetrahydro-pyran-4-ylethynyl)aniline cadmium mercury selenium [Se].[Hg].[Cd].FC=1C=C(C(=C(NC2=CC(=C(C=C2)F)C)C1)C#CC1CCOCC1)OC